5-(2-amino)propyluracil NC(CC=1C(NC(NC1)=O)=O)C